tert-butyl (1R,5S)-3-(8-fluoro-7-(2-isopropyl-3-methylphenyl)-2-((tetrahydro-1H-pyrrolizin-7a(5H)-yl)methoxy)pyrido[4,3-d]pyrimidin-4-yl)-3,8-diazabicyclo[3.2.1]octane-8-carboxylate FC1=C(N=CC2=C1N=C(N=C2N2C[C@H]1CC[C@@H](C2)N1C(=O)OC(C)(C)C)OCC12CCCN2CCC1)C1=C(C(=CC=C1)C)C(C)C